NC[C@@]12CN(C[C@H]2C1)C1=NC2=C(N1CC1=CC=C(C#N)C=C1)C=CC=C2 4-((2-((1R,5S)-1-(aminomethyl)-3-azabicyclo[3.1.0]hexan-3-yl)-1H-benzo[d]imidazol-1-yl)methyl)benzonitrile